N-(3-methoxybenzyl)-N-(4-morpholinobenzyl)aniline COC=1C=C(CN(C2=CC=CC=C2)CC2=CC=C(C=C2)N2CCOCC2)C=CC1